C1=CC=C2C=C(C=CC2=C1)C=O The molecule is a naphthaldehyde that is naphthalene substituted by a formyl group at position 2. It has a role as a mouse metabolite.